C(C)(C)(C)P(NC1=NC(=CC=C1)N1N=CC=C1)C(C)(C)C N-(di-tert-butylphosphaneyl)-6-(1H-pyrazol-1-yl)pyridin-2-amine